N-(4-fluoro-3-((5-(1-methyl-1H-indol-4-yl)-2-((1-methyl-1H-pyrazol-4-yl)amino)pyrimidin-4-yl)amino)phenyl)acrylamide FC1=C(C=C(C=C1)NC(C=C)=O)NC1=NC(=NC=C1C1=C2C=CN(C2=CC=C1)C)NC=1C=NN(C1)C